2-(methoxycarbonyl)phenylisocyanate COC(=O)C1=C(C=CC=C1)N=C=O